bipiperidine C1CCN(CC1)N2CCCCC2